N[C@@H]1CN(CC1)CC1=CC=2C(=CN=C(C2C2=CC=C(C#N)C=C2)C2=CC=C(C=C2)C)N1C (S)-4-(2-((3-aminopyrrolidin-1-yl)methyl)-1-methyl-5-(4-methylphenyl)-1H-pyrrolo[2,3-c]pyridin-4-yl)benzonitrile